(2S,4R)-N-[[2-(15-bromopentadecoxy)-4-(4-methylthiazol-5-yl)phenyl]methyl]-1-[(2S)-2-[(1-fluorocyclopropanecarbonyl)amino]-3,3-dimethyl-butanoyl]-4-hydroxy-pyrrolidine-2-carboxamide BrCCCCCCCCCCCCCCCOC1=C(C=CC(=C1)C1=C(N=CS1)C)CNC(=O)[C@H]1N(C[C@@H](C1)O)C([C@H](C(C)(C)C)NC(=O)C1(CC1)F)=O